Cl.FC(C1=CC=C(CN)C=C1)(F)F 4-trifluoromethylbenzyl-amine hydrochloride